N-(4-(1-((6-cyanopyridin-3-yl)methyl)-1H-pyrazol-4-yl)-7H-pyrrolo[2,3-d]pyrimidin-2-yl)cyclopropylcarboxamide C(#N)C1=CC=C(C=N1)CN1N=CC(=C1)C=1C2=C(N=C(N1)NC(=O)C1CC1)NC=C2